Methyl 2-(1-(3-(1H-1,2,3-triazol-1-yl)propanoyl)piperidin-3-yl)-7-bromo-1H-indole-5-carboxylate N1(N=NC=C1)CCC(=O)N1CC(CCC1)C=1NC2=C(C=C(C=C2C1)C(=O)OC)Br